4-((((2-(2,6-dioxopiperidin-3-yl)-1-oxoisoindoline-5-yl)methyl)(methyl)amino)methyl)-N-(4-methyl-3-((4-(pyridin-3-yl)pyrimidin-2-yl)amino)phenyl)benzamide O=C1NC(CCC1N1C(C2=CC=C(C=C2C1)CN(C)CC1=CC=C(C(=O)NC2=CC(=C(C=C2)C)NC2=NC=CC(=N2)C=2C=NC=CC2)C=C1)=O)=O